butyl 4-(((3S*,4R*)-4-(4-cyanophenyl)-1-methylpyrrolidin-3-yl)methyl)-5-cyclopropyl-7-methyl-1H-indole-1-carboxylate C(#N)C1=CC=C(C=C1)[C@H]1[C@@H](CN(C1)C)CC1=C2C=CN(C2=C(C=C1C1CC1)C)C(=O)OCCCC |o1:8,9|